(RS)-2-Ethylhexyl 3-((2-((5-((tert-butoxycarbonyl)(4,4-difluorocyclohexyl)amino)pentyl)oxy)-4-methylphenyl)thio)propanoate C(C)(C)(C)OC(=O)N(CCCCCOC1=C(C=CC(=C1)C)SCCC(=O)OC[C@@H](CCCC)CC)C1CCC(CC1)(F)F |r|